C(CCCCCCCCCCC)(=O)OC(CBr)Cl 2-Bromo-1-chloroethyl dodecanoate